1-amino-3-(2-propenyl)-1,2,3-triazolium nitrate C=CC[N+]1=NN(C=C1)N.[N+](=O)([O-])[O-]